C1=CC(=CC=2OC3=C(C21)C=CC=C3)C(=O)NCC(=O)N3CC2(OCCO2)C[C@H]3C(=O)OC methyl (S)-7-((dibenzo[b,d]furan-3-carbonyl)glycyl)-1,4-dioxa-7-azaspiro[4.4]nonane-8-carboxylate